FC=1C=CC(=NC1C(F)(F)F)[C@H](NC(=O)[C@H]1NC(NC1)=O)C1=CC=C(C=C1)OC(F)(F)F (S)-N-((R)-(5-fluoro-6-(trifluoromethyl)pyridin-2-yl)(4-(trifluoromethoxy)-phenyl)-methyl)-2-oxoimidazolidine-4-carboxamide